C(#N)C=1C=C(C=CC1)NC(CC1=CC=C(C=C1)C1=CC=2N(C=C1)N=CN2)=O N-(3-Cyanophenyl)-2-[4-([1,2,4]triazolo[1,5-a]pyridin-7-yl)phenyl]acetamide